OCCNCC(=O)O N-hydroxyethylglycine